2-[[[2-(3-chloropyrazol-1-yl)-5-ethylsulfonyl-1-methyl-imidazol-4-yl]amino]methyl]-5-(trifluoromethyl)pyridine-3-carboxylic acid ClC1=NN(C=C1)C=1N(C(=C(N1)NCC1=NC=C(C=C1C(=O)O)C(F)(F)F)S(=O)(=O)CC)C